N1=CC=C(C=C1)C1OC2=C(N1)C=CC=C2 2-(pyridin-4-yl)-2,3-dihydrobenzoxazole